CC1=C(OC2=C1C=C(C=C2)NCCCC=C)C(=O)O 3-Methyl-5-(pent-4-eneylamino)benzofuran-2-carboxylic acid